1-((4-(tert-butyl)phenyl)sulfonyl)-1H-pyrrole-3-carboxylic Acid C(C)(C)(C)C1=CC=C(C=C1)S(=O)(=O)N1C=C(C=C1)C(=O)O